N=1C=C(N2C1C=CC=C2)C2=CC(NC2=O)=O 4-imidazo[1,2-a]pyridin-3-yl-1H-pyrrole-2,5-dione